C(C1=CC=CC=C1)N1C=NC(=C1C1=C2C(=NC=C1)NC=C2)C2=CC(=C(C=C2)F)Cl 4-(1-benzyl-4-(3-chloro-4-fluorophenyl)-1H-imidazol-5-yl)-1H-pyrrolo[2,3-b]pyridine